1,4,5-trimethyl-6-oxo-1,6-dihydropyridine-3-sulfonyl chloride CN1C=C(C(=C(C1=O)C)C)S(=O)(=O)Cl